NC1=C(C=CC(=C1)C(=O)OC)B(O)O (2-amino-4-(methoxycarbonyl)phenyl)boronic acid